CC=CC(=O)OC1=CC=C(C(=O)C2=CC=CC=C2)C=C1 4-(methyl)acryloyloxybenzophenone